N-(2-ethylhexyl)-2-(3-methoxy-4-ethoxyphenyl)-3,5,7-triethoxyquinolin-4-one C(C)C(CN1C(=C(C(C2=C(C=C(C=C12)OCC)OCC)=O)OCC)C1=CC(=C(C=C1)OCC)OC)CCCC